4-amino-7-[(1R,4R,5S)-4,5-dihydroxy-3-[(sulfamoylamino)methyl]cyclopent-2-en-1-yl]-5-[2-(2-fluoro-6-methylsulfanyl-phenyl)ethynyl]pyrrolo[2,3-d]pyrimidine NC=1C2=C(N=CN1)N(C=C2C#CC2=C(C=CC=C2SC)F)[C@@H]2C=C([C@H]([C@H]2O)O)CNS(N)(=O)=O